C(C)N1N=C(NC1=O)CO ethyl-3-(hydroxymethyl)-1H-1,2,4-triazol-5(4H)-one